3-oxopropanoic Acid Methyl Ester COC(CC=O)=O